N-(2-hydroxyethyl)iminobis(methylphosphonic acid) OCCN(P(OC)(O)=O)P(OC)(O)=O